C(C1=CC=CC=C1)(=O)C1=CC=C(C=C1)SC1=CC=C(C=C1)C(C(C)(S(=O)(=O)C1=CC=C(C=C1)C)C)=O 1-[4-(4-benzoyl-phenylsulfanyl)phenyl]-2-methyl-2-(4-methylphenylsulfonyl)propan-1-one